ClC=1C(=C(C(=CC1)C(F)F)C1=CN=CC(=N1)C(=O)NC=1C=NN(C1)[C@@H](C)C=1C=NC(=NC1)N1C(C2CC2C1)C(=O)N(C)C)F |o1:24| 3-(5-((S or R)-1-(4-(6-(3-Chloro-6-(difluoromethyl)-2-fluorophenyl)pyrazine-2-carboxamido)-1H-pyrazol-1-yl)ethyl)pyrimidin-2-yl)-N,N-dimethyl-3-azabicyclo[3.1.0]hexane-2-carboxamide